C(C)(C)(C)OC([C@H](CCC(NCCOCCOCCOCCOCCOCCOCCOCCOCCOCCOCC#C)=O)NC(C1=CC=C(C=C1)NCC=1N=C2C(=NC(=NC2=NC1)N)O)=O)=O.ClC(=CC1=CC=CC=C1)C(F)F chlorodifluoromethyl-styrene tert-butyl-(S)-38-(4-(((2-amino-4-hydroxypteridin-6-yl)methyl)amino)benzamido)-35-oxo-4,7,10,13,16,19,22,25,28,31-decaoxa-34-azanonatriacont-1-yn-39-oate